N1C=CC=2C1=NC=CC2C2=CC=C(C=C2)NC([C@@H](CC2=CC=CC=C2)NC(OC(C)(C)C)=O)=O (R)-tert-Butyl (1-((4-(1H-pyrrolo[2,3-b]pyridin-4-yl)phenyl)amino)-1-oxo-3-phenylpropan-2-yl)carbamate